[Cl-].FC(C(NC1=CC=CC=C1)=N)(F)F trifluoro-N-phenylacetimidamide chloride